5-Fluorobenzofuran-6-carboxylate FC=1C(=CC2=C(C=CO2)C1)C(=O)[O-]